6-(sec-Butoxy)-2-(1-methyl-2-oxabicyclo[2.1.1]hex-4-yl)-2H-pyrazolo[3,4-b]pyridine-5-carboxylic acid C(C)(CC)OC=1C(=CC=2C(N1)=NN(C2)C21COC(C2)(C1)C)C(=O)O